C(O[C@@H]1[C@H](O[C@H]([C@@H]1O[Si](C)(C)C(C)(C)C)N1C(NC(C=C1)=O)=O)CO[Si](C)(C)C(C)(C)C)(OC)=O (2R,3R,4R,5R)-4-((tert-butyldimethylsilyl)oxy)-2-(((tert-butyldimethylsilyl)oxy)methyl)-5-(2,4-dioxo-3,4-dihydropyrimidin-1(2H)-yl)tetrahydrofuran-3-yl methyl carbonate